FC(S(=O)(=O)O\C(=C/C(=O)OCC1=CC=CC=C1)\C)(F)F benzyl (Z)-3-(((trifluoromethyl)sulfonyl)oxy)but-2-enoate